C(C)(C)(C)OC(=O)N1CCC(CC1)C1=NC(=CC=C1)OCC1=C(C=C(C=C1)Br)F 4-(6-((4-bromo-2-fluorobenzyl)oxy)pyridin-2-yl)piperidine-1-carboxylic acid tert-butyl ester